2'-chloro-5'-methoxy-6-methyl-N-(5-(5-methyl-pyridazine-4-carbonyl)-5,6-dihydro-4H-pyrrolo[3,4-d]thiazol-2-yl)-[4,4'-bipyridine]-3-carboxamide ClC1=NC=C(C(=C1)C1=C(C=NC(=C1)C)C(=O)NC=1SC2=C(N1)CN(C2)C(=O)C2=CN=NC=C2C)OC